7-isopropyl-9-oxo-9H-indeno[1,2-b]pyrazine-2,3-dinitrile C(C)(C)C1=CC=2C(C=3C(=NC(=C(N3)C#N)C#N)C2C=C1)=O